FC1=CC(=CC(=N1)N1C(C2=C(N=C(N=C2)C=2N=C(SC2)C)CC1)C)OC 4-[6-(6-fluoro-4-methoxy-2-pyridyl)-5-methyl-7,8-dihydro-5H-pyrido[4,3-d]pyrimidin-2-yl]-2-methyl-thiazole